ClC1=C2C=CNC2=CC(=C1)NC1=CC(=CC(=N1)C#N)NC=1C=NC=C(C1)C(F)(F)F 6-[(4-chloro-1H-indol-6-yl)amino]-4-{[5-(trifluoromethyl)pyridin-3-yl]amino}pyridine-2-carbonitrile